1-[4-(phenylthio)phenyl]-octane-1,2-dione-2-(O-benzoyloxime) C(C1=CC=CC=C1)(=O)ON=C(C(=O)C1=CC=C(C=C1)SC1=CC=CC=C1)CCCCCC